ClC1=C(CNC(=O)C2CCN(CC2)CC2=CC=C(C=C2)OC)C=CC(=C1)Cl N-(2,4-dichlorobenzyl)-1-(4-methoxybenzyl)piperidine-4-carboxamide